ClC=1C(=CC(=NC1)C(=O)NC1=CC(=C(C=C1)C)NC1=NC=CC=C1C1=C2N=CN(C2=NC=N1)C1OCCCC1)C(F)(F)F 5-chloro-N-(4-methyl-3-((3-(9-(tetrahydro-2H-pyran-2-yl)-9H-purin-6-yl)pyridin-2-yl)amino)phenyl)-4-(trifluoromethyl)picolinamide